1-methylpiperidin-4-yl 2-(3,5-dichlorophenyl)benzo[d]oxazole-6-carboxylate ClC=1C=C(C=C(C1)Cl)C=1OC2=C(N1)C=CC(=C2)C(=O)OC2CCN(CC2)C